3a,4,7,7a-Tetrahydroindene C1C=CC2CC=CCC12